CC1=C(C(=O)C(CCCCCCCP(C(C2=C(C=CC=C2C)C)=O)=O)C(C2=C(C=C(C=C2)C)C)=O)C=CC(=C1)C bis(2,4-dimethylbenzoyl)-2,6-dimethylbenzoyl-n-octylphosphine oxide